Ruthenium platinum oxide [Pt]=O.[Ru]